N-(3-(1,1-difluoroethyl)phenyl)-1-(4-(difluoromethoxy)phenyl)-3-methyl-5-oxo-4-propyl-4,5-dihydro-1H-pyrazole-4-carboxamide FC(C)(F)C=1C=C(C=CC1)NC(=O)C1(C(=NN(C1=O)C1=CC=C(C=C1)OC(F)F)C)CCC